5-(8-(7-ethyl-1,3-dimethyl-2-oxo-1,2-dihydroquinolin-5-yl)isoquinolin-3-yl)picolinamide C(C)C1=CC(=C2C=C(C(N(C2=C1)C)=O)C)C=1C=CC=C2C=C(N=CC12)C=1C=CC(=NC1)C(=O)N